C1=NC=C(C2=CC=CC=C12)N1C(N(CC1C#N)C1=CN=NC(=C1)C(F)(F)F)=O 3-(isoquinolin-4-yl)-2-oxo-1-(6-(trifluoromethyl)pyridazin-4-yl)imidazoline-4-carbonitrile